The molecule is a fatty amide resulting from the formal condensation of the carboxy group of oleic acid with the amino group of dopamine. Synthesised in catecholaminergic neurons, it crosses the blood-brain barrier and might be considered as a carrier of dopamine into the brain. It is a transient receptor potential vanilloid type 1 (TRPV1) receptor agonist. It has a role as a TRPV1 agonist. It is a fatty amide, a secondary carboxamide and a member of catechols. It derives from a dopamine and an oleic acid. CCCCCCCC/C=C\\CCCCCCCC(=O)NCCC1=CC(=C(C=C1)O)O